1-(3-(4-butoxyphenoxy)propyl)piperidine C(CCC)OC1=CC=C(OCCCN2CCCCC2)C=C1